6-((2R,4S)-2-(2,5-difluorophenyl)-4-fluoropyrrolidin-1-yl)pyrido[3,2-d]pyrimidin-4-ol FC1=C(C=C(C=C1)F)[C@@H]1N(C[C@H](C1)F)C=1C=CC=2N=CN=C(C2N1)O